2-Hydroxyethyl-(S,E)-(1-((1-((7-isobutyl-1H-indol-2-yl)methyl)-2-oxo-1,2-dihydropyridin-3-yl)amino)-1,7-dioxo-7-(pyrrolidin-1-yl)hept-5-en-2-yl)carbamat OCCOC(N[C@H](C(=O)NC=1C(N(C=CC1)CC=1NC2=C(C=CC=C2C1)CC(C)C)=O)CC\C=C\C(N1CCCC1)=O)=O